P(=O)(O)(O)C[C@@H]1C[C@@H](NCC1)C(=O)O cis-4-(phosphonomethyl)-2-piperidinecarboxylic acid